CN1N=C(C(=C1)C1=CC=C(N=N1)OCC1C[C@@H]2[C@@H](CN(C2)CC2=C(C=CC=C2)F)C1)C (3aR,6aS)-5-[[6-(1,3-dimethylpyrazol-4-yl)pyridazin-3-yl]oxy-methyl]-2-[(2-fluoro-phenyl)methyl]-3,3a,4,5,6,6a-hexa-hydro-1H-cyclopenta[c]pyrrole